N1C(=NC=C1)C1=NC2=CC=CC=C2C=C1 Imidazolylchinolin